Cl.COC(=O)C1=CC2=C(C=NO2)C=C1C 5-methylbenzo[d]isoxazole-6-carboxylic acid methyl ester hydrochloride